1-((3R)-1-(1-acetylpyrrolidine-3-carbonyl)piperidin-3-yl)-3-((5-chloro-1H-indol-2-yl)methyl)-1-methylurea C(C)(=O)N1CC(CC1)C(=O)N1C[C@@H](CCC1)N(C(=O)NCC=1NC2=CC=C(C=C2C1)Cl)C